1-(1-chloroethyl)-2,3-xylene ClC(C)C1=C(C(=CC=C1)C)C